COCCOCN1C=CN2N=CC(=C21)C(=O)N2CC1(C2)CC(C1)N(C(=O)NC=1C=NC=C(C1)C(F)(F)F)C 1-(2-(1-((2-methoxyethoxy)methyl)-1H-imidazo[1,2-b]pyrazole-7-carbonyl)-2-azaspiro[3.3]heptan-6-yl)-1-methyl-3-(5-(trifluoromethyl)pyridin-3-yl)urea